(S)-((2-(2-aminopyridin-4-yl)-6-((R)-3-methylmorpholino)pyrimidin-4-yl)imino)(methyl)(oxetan-3-yl)-λ6-sulfanone NC1=NC=CC(=C1)C1=NC(=CC(=N1)N=[S@@](=O)(C1COC1)C)N1[C@@H](COCC1)C